tert-butyl 4-[(1R)-3-amino-1-methyl-propoxy]piperidine-1-carboxylate NCC[C@H](OC1CCN(CC1)C(=O)OC(C)(C)C)C